FC1=CN=C2N1N=C(C=C2[C@@H]2[C@H](C2)C2=CC=C(C=C2)F)C=2C(NC(NC2)=O)=O 5-[3-fluoro-8-[(1S,2S)-2-(4-fluorophenyl)cyclopropyl]imidazo[1,2-b]pyridazin-6-yl]-1H-pyrimidine-2,4-dione